5-(1-methanesulfonylcyclopropyl)-N-[3-(3-phenyl-1,2,4-thiadiazol-5-yl)-1-bicyclo[1.1.1]pentyl]furan-2-carboxamide CS(=O)(=O)C1(CC1)C1=CC=C(O1)C(=O)NC12CC(C1)(C2)C2=NC(=NS2)C2=CC=CC=C2